4-(Benzo[d][1,3]dioxol-5-yl)-5-(2-methylquinolin-4-yl)-2,4-dihydro-3H-1,2,4-triazole-3-thione O1COC2=C1C=CC(=C2)N2C(NN=C2C2=CC(=NC1=CC=CC=C21)C)=S